C1(=CC=CC=C1)C1(CC1)NC(=O)C=1C=2C[C@@H]3[C@H](C2N(N1)C=1C=NC=CC1)C3 (1aR,5aR)-2-Pyridin-3-yl-1a,2,5,5a-tetrahydro-1H-2,3-diaza-cyclopropa[a]pentalene-4-carboxylic acid (1-phenyl-cyclopropyl)-amide